(R)-3-ethyl-2-(1-(4-methyl-1,4-diazepan-1-yl)butyl)pyrido[4,3-d]pyrimidin-4(3H)-one C(C)N1C(=NC2=C(C1=O)C=NC=C2)[C@@H](CCC)N2CCN(CCC2)C